4,6-dichloro-N-(8-chloro-4-oxo-3-(2-(trifluoromethoxy)benzyl)-3,4-dihydroquinazolin-5-yl)-5-hydroxypicolinamide ClC1=CC(=NC(=C1O)Cl)C(=O)NC1=C2C(N(C=NC2=C(C=C1)Cl)CC1=C(C=CC=C1)OC(F)(F)F)=O